4-[(8-Aminooctyl)Amino]-2-(1-Methyl-2,6-Dioxopiperidin-3-Yl)-2,3-Dihydro-1H-Isoindole-1,3-Dione NCCCCCCCCNC1=C2C(N(C(C2=CC=C1)=O)C1C(N(C(CC1)=O)C)=O)=O